(R)-3-(((2-((2-chloro-3-(3-chloro-2-(3-methoxy-4-((((5-oxopyrrolidin-2-yl)methyl)amino)methyl)phenyl)pyridin-4-yl)phenyl)amino)-3-fluoropyridin-4-yl)methyl)amino)propanoic acid ClC1=C(C=CC=C1C1=C(C(=NC=C1)C1=CC(=C(C=C1)CNC[C@@H]1NC(CC1)=O)OC)Cl)NC1=NC=CC(=C1F)CNCCC(=O)O